3-(((trifluoromethyl)sulfonyl)oxy)-2,5-dihydro-1H-pyrrole-1-carboxylic acid tert-butyl ester C(C)(C)(C)OC(=O)N1CC(=CC1)OS(=O)(=O)C(F)(F)F